N-ethyl-N-benzylaniline-3'-sulfonic acid CCN(CC1=CC(=CC=C1)S(=O)(=O)O)C2=CC=CC=C2